7-chloro-4-{[4-fluoro-2-(prop-2-yloxy)phenyl]amino}-5-methyl-5H-pyrrolo[3,2-d]pyrimidine-6-carboxylic acid ClC1=C(N(C2=C1N=CN=C2NC2=C(C=C(C=C2)F)OC(C)C)C)C(=O)O